2-(5-(2'-Fluoro-2-methyl-[1,1'-biphenyl]-3-yl)isoindolin-2-yl)ethan-1-ol FC1=C(C=CC=C1)C1=C(C(=CC=C1)C=1C=C2CN(CC2=CC1)CCO)C